ClC1=CC=CC2=C1N=C(C1=C(N2C)C=CC=C1)C1=CC=CC=C1 9-chloro-5-methyl-11-phenyl-5H-dibenzo[b,e][1,4]diazepine